C1(CC(C(CC1)C(C)C)C1=C2C(=CC(=C1)O2)C2CC(CCC2C(C)C)C)C 2,6-dimenthyl-1,4-phenylene ether